ClC=1C=CC(=C(C1)C1=CC(=C(N=N1)C1CCC(CC1)C(=O)OC)NC1=CC(=NC=C1)NC(CCN1CCN(CC1)C)=O)F Methyl (1s,4s)-4-(6-(5-Chloro-2-Fluorophenyl)-4-((2-(3-(4-Methylpiperazin-1-yl)Propanamido)Pyridin-4-yl)Amino)Pyridazin-3-yl)Cyclohexan-1-Carboxylat